CC1(COC1)C1=CC=C(C=C1)NC(OC1=CC=CC=C1)=O phenyl (4-(3-methyloxetan-3-yl) phenyl)carbamate